[2H]C(C(F)F)(OC=1C=C2[C@@]3(CCCC[C@@H]3CCC2=CC1)CCN(C([2H])([2H])[2H])CCOC)[2H] 2-[(4aS,10aR)-6-(1,1-dideuterio-2,2-difluoro-ethoxy)-2,3,4,9,10,10a-hexahydro-1H-phenanthren-4a-yl]-N-(2-methoxyethyl)-N-(trideuteriomethyl)ethanamine